butyl 2-(4-amino-8-methyl-6-(pyridin-3-yl)-9H-pyrimido[4,5-b]indol-9-yl)acetate NC1=NC=NC=2N(C3=C(C=C(C=C3C21)C=2C=NC=CC2)C)CC(=O)OCCCC